C(C1=CC=CC=C1)C1C2C3C=NC1(CC3CN2CC(C)C)C(=O)NCC(=O)OC(C)(C)C 7-benzyl-1-isobutyl-N-(2-(tert-butoxy)-2-oxoethyl)-1,2,3,3a,7,7a-hexahydro-6H-3,6-methanopyrrolo[3,2-c]pyridine-6-carboxamide